FC1=C(OC2=CC=C(C=C2)C=2N=C(N3C2C=NC=C3OC3COCC3)[C@H]3CN(CC3)C(C=C)=O)C=CC=C1OC 1-((3R)-3-(1-(4-(2-fluoro-3-methoxyphenoxy)phenyl)-5-((tetrahydrofuran-3-yl)oxy)imidazo[1,5-a]pyrazin-3-yl)pyrrolidin-1-yl)prop-2-en-1-one